NC1=C(C(=O)C2=CC=CC=C2)C=CC(=C1N)N 2,3,4-triaminobenzophenone